CC1=C(C=CC(=C1)C1=NNC(CC1C)=O)NC(=N)N 1-(2-methyl-4-(4-methyl-6-oxo-1,4,5,6-tetrahydropyridazin-3-yl)phenyl)guanidine